FC=1C=C2C(=CNC(C2=CC1F)=O)[C@H](C)N(C(=O)NC1=C(C(=CC=C1)F)F)C (S)-1-(1-(6,7-difluoro-1-oxo-1,2-dihydroisoquinolin-4-yl)ethyl)-3-(2,3-difluorophenyl)-1-methylurea